4-(3-((2,6-dimethyloct-7-en-2-yl)oxy)prop-1-en-1-yl)-1,2-dimethoxybenzene CC(C)(CCCC(C=C)C)OCC=CC1=CC(=C(C=C1)OC)OC